C(C)(C)(C)OC(=O)N1CC(C1)I.[Zn+2] zinc (II) (1-(tert-butoxycarbonyl)azetidin-3-yl) iodide